BrC1=CC=CC(=N1)NC(=O)[C@H]1N(C[C@@H](C1)F)C(CN1N=C(C=2C1=CN=C(C2)C=2C=NC(=NC2)C)C(=O)N)=O 1-(2-((2S,4R)-2-(6-bromopyridin-2-ylcarbamoyl)-4-fluoropyrrolidin-1-yl)-2-oxoethyl)-5-(2-methylpyrimidin-5-yl)-1H-pyrazolo[3,4-c]pyridine-3-carboxamide